dimethyl 4-(2,2-dimethoxy ethoxy)benzene-1,2-dicarboxylate COC(COC=1C=C(C(=CC1)C(=O)OC)C(=O)OC)OC